(R)-1-(4-(4-((2-fluoro-3-methyl-4-((1-methyl-1H-benzo[d][1,2,3]triazol-5-yl)oxy)phenyl)amino)pyrido[3,2-d]pyrimidin-6-yl)-2-isopropylpiperazin-1-yl)prop-2-en-1-one FC1=C(C=CC(=C1C)OC1=CC2=C(N(N=N2)C)C=C1)NC=1C2=C(N=CN1)C=CC(=N2)N2C[C@H](N(CC2)C(C=C)=O)C(C)C